N-(1-(2-Methoxy-4-(methylsulfonamido)phenyl)-6-(pyrazolo[1,5-a]pyrimidin-3-yl)-1H-pyrazolo[4,3-c]pyridin-3-yl)-2-(4-methylpiperazin-1-yl)acetamide COC1=C(C=CC(=C1)NS(=O)(=O)C)N1N=C(C=2C=NC(=CC21)C=2C=NN1C2N=CC=C1)NC(CN1CCN(CC1)C)=O